N-[3-[2-(difluoromethoxy)-5-[[tris(propan-2-yl)silyl]sulfanyl]phenyl]-1-methyl-1H-pyrazol-4-yl]pyrazolo[1,5-a]pyrimidine-3-carboxamide FC(OC1=C(C=C(C=C1)S[Si](C(C)C)(C(C)C)C(C)C)C1=NN(C=C1NC(=O)C=1C=NN2C1N=CC=C2)C)F